N-(6-(4-cyano-2-hydroxyphenyl)-5-cyclopropylpyridazin-3-yl)-2-(methylamino)acetamide C(#N)C1=CC(=C(C=C1)C1=C(C=C(N=N1)NC(CNC)=O)C1CC1)O